tert-butyl (3R)-3-[[4-(4-hydroxybut-1-ynyl)-2-pyridyl]-[4-(1-methyltriazol-4-yl) benzoyl]amino]-piperidine-1-carboxylate OCCC#CC1=CC(=NC=C1)N([C@H]1CN(CCC1)C(=O)OC(C)(C)C)C(C1=CC=C(C=C1)C=1N=NN(C1)C)=O